[4-(bromomethyl) cyclohexyl]-N-methyl-carbamate BrCC1CCC(CC1)OC(NC)=O